C(C)(C)OC=1C=C2C(=NNC2=CC1)C1=CC(=NC=N1)N1C[C@@H](OCC1)CCN1CCNCC1 (2S)-4-[6-(5-isopropoxy-1H-indazol-3-yl)pyrimidin-4-yl]-2-(2-piperazin-1-ylethyl)morpholine